7-oxoheptan O=CCCCCCC